CC1=C(C=CC=C1C(F)(F)F)C(C)NN1N=CC=2C(C1=O)=CC(NC2)=O (1-(2-methyl-3-(trifluoromethyl)phenyl)ethylamino)-2,6-dihydropyrido[3,4-d]pyridazine-1,7-dione